BrCCOCCN1N=NC2=C1C=CC(=C2C)C(CC(=O)OCC)C2=CC(=C(C=C2)C)[C@@H](C)N2S(OC1=C(C2)C=C(C=C1)O)(=O)=O ethyl 3-{1-[2-(2-bromoethoxy)ethyl]-4-methyl-1H-benzotriazol-5-yl}-3-{3-[(1R)-1-(6-hydroxy-2,2-dioxo-2H-1,2λ6,3-benzoxathiazin-3(4H)-yl)ethyl]-4-methylphenyl}propanoate